Cl.COC(=O)C1(CNCC1)C(F)(F)F 3-(trifluoromethyl)pyrrolidine-3-carboxylic acid methyl ester hydrochloride